BrC1=CC=C(C=C1)OC(C(F)(F)F)(C)C 1-bromo-4-((1,1,1-trifluoro-2-methylpropan-2-yl)oxy)benzene